C(C1=CC=CC=C1)OC(CO)CO 2-Benzyloxy-1,3-propanediol